C1(CC1)C1=C(C=CC=C1F)O 2-cyclopropyl-3-fluorophenol